2-(2-methoxy-4,6-dimethyl-phenyl)-7-[[(2R)-pyrrolidin-2-yl]methyl]-1,8-naphthyridine COC1=C(C(=CC(=C1)C)C)C1=NC2=NC(=CC=C2C=C1)C[C@@H]1NCCC1